C1CCC(CC1)NS(=O)(=O)[O-].[NH4+] ammonium cyclamate